N1C=C(C2=CC=CC=C12)C=1C=2N(N=C(C1)NC1CNCCC1)C=C(N2)C 8-(1H-indol-3-yl)-2-methyl-N-(piperidin-3-yl)imidazo[1,2-b]pyridazin-6-amine